C1(CC1)OC=1C=CC(=NC1)[N+](=O)[O-] 5-Cyclopropoxy-2-nitropyridine